crotyl pyrophosphate O(P([O-])(=O)OP(=O)([O-])[O-])CC=CC